3-(4-amino-6-(ethyl(methyl)amino)pyrido[3,4-d]pyrimidin-8-yl)-2,4-dimethylphenol NC=1C2=C(N=CN1)C(=NC(=C2)N(C)CC)C=2C(=C(C=CC2C)O)C